CNC=1N=C(C2=C(N1)C=NC(=C2)N2CCOCC2)N[C@H](C)C2=CC(=CC(=C2)C(F)(F)F)[N+](=O)[O-] (R)-N2-methyl-6-morpholino-N4-(1-(3-nitro-5-(trifluoromethyl)phenyl)ethyl)pyrido[3,4-d]pyrimidine-2,4-diamine